((trans)-4-hydroxy-4-methylcyclohexyl)carbamate OC1(CCC(CC1)NC([O-])=O)C